C(C)C1=C(NC2=CC=C(C=C12)N1CCN(CC1)C1CCN(CC1)C(C)C)C1=C2C(=NC=C1)N(C=C2)C 4-(3-ethyl-5-(4-(1-isopropylpiperidin-4-yl)piperazin-1-yl)-1H-indol-2-yl)-1-methyl-1H-pyrrolo[2,3-b]pyridine